NC1=NC=C(C2=C1C(=CO2)C2=CC(=C(C=C2)NS(=O)(=O)C(F)F)OCC2=CC=C(C=C2)F)I N-(4-{4-amino-7-iodofuro[3,2-c]pyridin-3-yl}-2-[(4-fluorophenyl)methoxy]phenyl)-1,1-difluoromethanesulfonamide